dimethyl-5,12-dimethyl-1,5,8,12-tetraaza-bicyclo[6.6.2]hexadecane CC1(N2CCN(CCCN(CCN(CC1)C)CC2)C)C